trifluoromethylphenyl acrylate C(C=C)(=O)OC1=C(C=CC=C1)C(F)(F)F